N1=C(C=C2N1C=CC=C2)C=O (pyrazolo[1,5-a]pyridin-2-yl)methanone